3-(hydroxymethyl)-2-heptanone OCC(C(C)=O)CCCC